4-(2,3-dichloro-6-methoxyphenyl)-1H-pyrimidin-2-one ClC1=C(C(=CC=C1Cl)OC)C1=NC(NC=C1)=O